1-amino-3,3-difluorocyclobutane-1-carboxylic acid tert-butyl ester C(C)(C)(C)OC(=O)C1(CC(C1)(F)F)N